CC1=CC=C(C=C1)N(C1=CC=CC=C1)C1=CC=C(C=C1)C N,N-bis(4-methylphenyl)benzenamine